C1(=CC=CC2=CC=CC=C12)C1=C(C=CC=C1)N(C1=C(C=CC=C1)C1=CC=CC=2SC3=C(C21)C=CC=C3)C3=C(C(=CC=2C1=CC=CC=C1CC32)C3=CC=CC=C3)C3=CC=CC=C3 (naphthylphenyl)(diphenylfluorenyl)(dibenzothiophenylphenyl)amine